[Mg].[Al].ClC1=C(C=C(C=C1)C#N)C=1C=C2C(=NN(C2=CC1)C(C1=CC=CC=C1)(C1=CC=CC=C1)C1=CC=CC=C1)NC(=O)[C@H]1CNCCC1 (3R)-N-[5-(2-chloro-5-cyanophenyl)-1-trityl-1H-indazol-3-yl]piperidine-3-carboxamide aluminum-magnesium